FC([C@@H]1CC[C@H](CC1)C(=O)Cl)(F)F trans-4-(trifluoromethyl)cyclohexanecarbonyl chloride